C(C1=CC=CC=C1)OC1=NC(=CC=C1C1=NN(C2=CC(=CC=C12)NC1=CC=C(C=C1)CC(=O)OC)C)OCC1=CC=CC=C1 methyl 2-(4-((3-(2,6-bis(benzyloxy)pyridin-3-yl)-1-methyl-1H-indazol-6-yl)amino)phenyl)acetate